N=1C=NN2C1C=C(C=C2)OC2=C(C=C(C=C2)NC2=NC=NC1=CC=C3C(=C21)OC[C@H]2N3CCNC2)C (S)-N-(4-([1,2,4]triazolo[1,5-a]pyridin-7-yloxy)-3-methylphenyl)-6,6a,7,8,9,10-hexahydropyrazino[1',2':4,5][1,4]oxazino[2,3-f]quinazolin-4-amine